N-Methyl-N'-[(1s,4s)-4-(5-ethynyl-2-{[4-(4-methylpiperazin-1-yl)phenyl]amino}-7-oxopyrido[2,3-d]pyrimidin-8-yl)cyclohexyl]succinamide CNC(CCC(=O)NC1CCC(CC1)N1C(C=C(C2=C1N=C(N=C2)NC2=CC=C(C=C2)N2CCN(CC2)C)C#C)=O)=O